C(=O)O.CC1(C(OCCCCCCCC(NCN1)=O)=O)NC(=N)N methylguanidino-1-oxa-4,6-diazacyclotetradecane-2,7-dione formate